tert-Butyl-3-[9-methyl-6-[4-(trifluoromethoxy)phenyl]purin-2-yl]azetidine-1-carboxylate C(C)(C)(C)OC(=O)N1CC(C1)C1=NC(=C2N=CN(C2=N1)C)C1=CC=C(C=C1)OC(F)(F)F